vinyl acetate maleate C(\C=C/C(=O)O)(=O)O.C(C)(=O)OC=C